nonadecyltriethoxysilane C(CCCCCCCCCCCCCCCCCC)[Si](OCC)(OCC)OCC